C1(=C2C=3C=CC=CC3C3=C(C2=CC=C1)C=CC=C3)C3=C(C=CC=C3)C3=C(C=CC=1C2=CC=CC=C2C=CC31)C3=CC=CC1=CC=CC=C31 benzophenanthrenyl(naphthylphenanthreneyl)benzene